bisphosphane palladium(0) [Pd].P.P